1-Spiro[3.3]hept-2-yl-3-[(R)-2,2,2-trifluoro-1-(3-trifluoromethyl-phenyl)-ethyl]-urea C1C(CC12CCC2)NC(=O)N[C@@H](C(F)(F)F)C2=CC(=CC=C2)C(F)(F)F